1-(5-cyclopropyloxy-pentan-3-yl)-3-[[2-(difluoromethoxy)pyridin-4-yl]methyl]urea C1(CC1)OCCC(CC)NC(=O)NCC1=CC(=NC=C1)OC(F)F